FC=1C(=NC(=NC1)C1=CC=C(N)C=C1)C 4-(5-fluoro-4-methylpyrimidin-2-yl)aniline